C(CCCCC)C=1C=C(SC1C(F)(F)F)C=1SC(=CC1)C=O 4'-hexyl-5'-trifluoromethyl-[2,2'-bithiophene]-5-carbaldehyde